9,10-dicarboxyoctadecanedioic acid C(=O)(O)C(CCCCCCCC(=O)O)C(CCCCCCCC(=O)O)C(=O)O